C(C)C1=NN2C(C(=CC(=C2)C=2C=NN(C2)C)O)=C1C(=O)N Ethyl-4-hydroxy-6-(1-methyl-1H-pyrazol-4-yl)pyrazolo[1,5-a]pyridine-3-carboxamide